CC=1C=C(C=C(C1OCCNC(C)C)C)C1=NC2=CC(=CC(=C2C(N1)=O)OC)OC 2-(3,5-dimethyl-4-{2-[(prop-2-yl)amino]ethoxy}phenyl)-5,7-dimethoxy-3,4-dihydroquinazolin-4-one